NC=1C(NC2=C(C=C(N=C2C1C1=C2C=NNC2=C(C=C1)F)C)Cl)=O 3-Amino-8-chloro-4-(7-fluoro-1H-indazol-4-yl)-6-methyl-1H-1,5-naphthyridin-2-one